3-(benzo[b]thiophen-2-yl)-2-((4-bromophenyl)(hydroxy)methyl)-3-oxopropanenitrile S1C2=C(C=C1C(C(C#N)C(O)C1=CC=C(C=C1)Br)=O)C=CC=C2